FC=1C(=NC(=NC1)NC=1C(=NN(C1)C(C#N)(C)C)C)OCC1CCNCC1 2-(4-((5-fluoro-4-(piperidin-4-ylmethoxy)pyrimidin-2-yl)amino)-3-methyl-1H-pyrazol-1-yl)-2-methylpropanenitrile